(4'-(1,1,1,3,3,3-hexafluoro-2-hydroxypropan-2-yl)-2-methyl-[1,1'-biphenyl-4-yl]methyl)-1-(pyridin-4-ylmethyl)piperazine-2-carboxylate FC(C(C(F)(F)F)(O)C1=CC=C(C=C1)C1=C(C=C(C=C1)COC(=O)C1N(CCNC1)CC1=CC=NC=C1)C)(F)F